O=C1CC2=C(N=NC(=C2)C(=O)N)N1 6-oxo-6,7-dihydro-5H-pyrrolo[2,3-c]pyridazine-3-carboxamide